BrC1=CN=C2N1C=CC(=C2)OCCOC 3-bromo-7-(2-methoxyethoxy)imidazo[1,2-a]pyridine